N12CCN=C2CCC1 1,4-diazabicyclo[3.3.0]-oct-4-ene